C[Te]C(C)C1=CC=CC=C1 methyl-(1-phenyl-ethyl)tellurium